FC1=CC(=C(C(=C1)C(C)C)CC(=O)O)C1=CC(=NC=C1)OCC(C)(C)N1N=C(C(=C1CN1CCN(CC1)C)F)S(N)(=O)=O 2-(4-fluoro-2-(2-(2-(4-fluoro-5-((4-methylpiperazin-1-yl)-methyl)-3-sulfamoyl-1H-pyrazol-1-yl)-2-methylpropoxy)pyridin-4-yl)-6-isopropyl-phenyl)acetic acid